COCC[N@]1C(C1)C(=O)N(CC(=O)O)C (S)-N-(1-(2-methoxyethyl)aziridine-2-carbonyl)-N-methylglycine